Ethyl (5R)-2-(4-ethylsulfonyl-2-fluorophenyl)-5-methyl-6,7-dihydro-5H-pyrazolo[5,1-b][1,3]oxazine-3-carboxylate C(C)S(=O)(=O)C1=CC(=C(C=C1)C1=NN2C(O[C@@H](CC2)C)=C1C(=O)OCC)F